1-[[4-(4,4,5,5-tetramethyl-1,3,2-dioxaborolan-2-yl)phenyl]methyl]pyrrolidine CC1(OB(OC1(C)C)C1=CC=C(C=C1)CN1CCCC1)C